(1S,4S)-4-acetamido-N-((S)-(3-chloro-2-fluoro-5-hydroxyphenyl)(4-fluoro-bicyclo[2.2.1]hept-1-yl)methyl)-3,3-difluorocyclopentane-1-carboxamide C(C)(=O)N[C@@H]1C(C[C@H](C1)C(=O)N[C@@H](C12CCC(CC1)(C2)F)C2=C(C(=CC(=C2)O)Cl)F)(F)F